C1(=CC=CC=C1)S(=O)(=O)N1C(=CC=2C1=NC=CC2C2=CC=C(N)C=C2)C 4-[1-(Benzenesulfonyl)-2-methyl-pyrrolo[2,3-b]pyridin-4-yl]aniline